Tetracyanoboron [B-](C#N)(C#N)(C#N)C#N